[La].[Co] Cobalt-lanthanum